C1=C(C=CC=2C3=CC=CC=C3C3(C4=CC=CC=C4C4=CC=CC=C43)C12)N(C1=CC=CC=C1)C1=CC=C(C=C1)C1=CC=C(C=C1)N(C1=CC=2C4(C3=CC=CC=C3C2C=C1)C1=CC=CC=C1C1=CC=CC=C14)C1=CC=CC=C1 4,4'-bis[N-(spiro-9,9'-bifluoren-2-yl)-N-phenylamino]Biphenyl